6-bromo-2-cyclopropyl-4-(hydroxy(tetrahydrofuran-2-yl)methyl)-1H-benzo[d]imidazole-1-carboxylic acid tert-butyl ester C(C)(C)(C)OC(=O)N1C(=NC2=C1C=C(C=C2C(C2OCCC2)O)Br)C2CC2